2-(4-hydroxyphenyl)-5,7-dimethoxy-4H-chromen-4-one OC1=CC=C(C=C1)C=1OC2=CC(=CC(=C2C(C1)=O)OC)OC